ClC1=CC(=C(C=C1)C1=CC(=NC2=NC(=C(N=C21)C)C)N2C[C@@H](O[C@@H](C2)C)C=2C=NN(C2)C2CC2)F (2S,6R)-4-[8-(4-chloro-2-fluoro-phenyl)-2,3-dimethyl-pyrido[2,3-b]pyrazin-6-yl]-2-(1-cyclopropylpyrazol-4-yl)-6-methyl-morpholine